ClC1=C(C(N(C(N1CC#CC1=CC=C(C=C1)O)=O)CC)=O)NC(CCC1=CC=C(C=C1)C)=O N-(6-chloro-3-ethyl-1-(3-(4-hydroxyphenyl)prop-2-yn-1-yl)-2,4-dioxo-1,2,3,4-tetrahydropyrimidin-5-yl)-3-(p-tolyl)propanamide